FC(C(CCl)Cl)(F)F 1,1,1-trifluoro-2,3-dichloropropane